3-((3,4-dimethoxyphenyl)sulfonyl)-4-(1H-1,2,4-triazol-1-yl)-6-(trifluoromethoxy)quinoline COC=1C=C(C=CC1OC)S(=O)(=O)C=1C=NC2=CC=C(C=C2C1N1N=CN=C1)OC(F)(F)F